C(CC)[C@@H]1OC1 (S)-2-propyloxirane